ClC1=NN=C2N1C1=CC=CC=C1C(=N2)N(C2=CC(=CC=C2)C=2C=NC(=CC2)CC(F)(F)F)C chloro-N-methyl-N-(3-(6-(2,2,2-trifluoroethyl)pyridin-3-yl)phenyl)-[1,2,4]triazolo[4,3-a]quinazolin-5-amine